FC=1C(=C(C=CC1F)[C@H]1[C@@H](O[C@]([C@@H]1C)(C(F)(F)F)C)C(=O)NC1=CC(=NC=C1F)C(=O)N)OC 4-[[(2R,3S,4R,5R)-3-(3,4-Difluoro-2-methoxy-phenyl)-4,5-dimethyl-5-(trifluoromethyl)tetrahydrofuran-2-carbonyl]amino]-5-fluoro-pyridin-2-carboxamid